3-(2-methyl-6-morpholin-4-ylpyrimidin-4-yl)oxybenzonitrile CC1=NC(=CC(=N1)OC=1C=C(C#N)C=CC1)N1CCOCC1